2-chloro-1-(3-methylazetidin-1-yl)ethan-1-one ClCC(=O)N1CC(C1)C